NC1=C(C(=O)N)C=C(C=C1)N1CCN(CC1)C1CC1 2-amino-5-(4-cyclopropylpiperazin-1-yl)benzamide